(R)-N-(1-(3-(difluoromethyl)-2-fluorophenyl)ethyl)-8-methoxy-6-(4-methoxypiperidin-4-yl)pyrido[3,4-d]pyrimidin-4-amine FC(C=1C(=C(C=CC1)[C@@H](C)NC=1C2=C(N=CN1)C(=NC(=C2)C2(CCNCC2)OC)OC)F)F